5,6,7,8-tetrahydroisoquinolin-5-amine hydrochloride Cl.C1=NC=CC=2C(CCCC12)N